7-isopropyl-2-(2-(4-methylpiperazin-1-yl)acetamido)-N-(o-tolyl)-1,5,6,7,8,8a-hexahydroimidazo[1,2-a]pyrimidine-3-carboxamide C(C)(C)C1NC2N(CC1)C(=C(N2)NC(CN2CCN(CC2)C)=O)C(=O)NC2=C(C=CC=C2)C